CO[C@@H]1CC[C@H](CC1)NC1=NN2C(C=N1)=C(C=C2)C=2C=C1N=CC=NC1=CC2 N-(trans-4-methoxycyclohexyl)-5-(quinoxalin-6-yl)pyrrolo[2,1-f][1,2,4]triazin-2-amine